CN1CC=CC2=CC(=CC=C12)[N+](=O)[O-] 1-Methyl-6-nitroquinolin